C(C)N1CC(CC1)NC(=O)C1=NN2C(N=C(C=C2C2=CC=CC=C2)C2=CC=CC=C2)=C1 N-(1-Ethylpyrrolidin-3-yl)-5,7-diphenylpyrazolo[1,5-a]pyrimidine-2-carboxamide